(3S)-3-({5-amino-1-[(4-fluoro-2-methoxy-5-{[(1R,4R)-5-methyl-2,5-diazabicyclo[2.2.1]heptan-2-yl]methyl}phenyl)methyl]-1H-pyrazolo[4,3-d]pyrimidin-7-yl}amino)hexan-1-ol NC=1N=C(C2=C(N1)C=NN2CC2=C(C=C(C(=C2)CN2[C@H]1CN([C@@H](C2)C1)C)F)OC)N[C@H](CCO)CCC